3,4-bis(dimethylphosphino)-2-isopropylthiophene CP(C1=C(SC=C1P(C)C)C(C)C)C